N-(3-(4,4-dimethyl-1-oxo-1,2,3,4-tetrahydroisoquinolin-6-yl)-1H-pyrrolo[2,3-b]pyridin-5-yl)-2-(piperazin-1-yl)isonicotinamide CC1(CNC(C2=CC=C(C=C12)C1=CNC2=NC=C(C=C21)NC(C2=CC(=NC=C2)N2CCNCC2)=O)=O)C